(±)-(7S,8aS)-7-hydroxyhexahydroindolizin-3(2H)-one O[C@H]1CCN2C(CC[C@H]2C1)=O |r|